3-(4-(trifluoromethyl)styryl)pyrrolidine hydrochloride Cl.FC(C1=CC=C(C=CC2CNCC2)C=C1)(F)F